5-bromo-2-[(5-cyano-2-fluorophenyl)methyl]pyrazole-3-carboxylic acid BrC=1C=C(N(N1)CC1=C(C=CC(=C1)C#N)F)C(=O)O